5-fluoro-2-carbonyl-1-(2-(4-(pyrrol-1-yl)piperidin-1-yl)ethyl)indole FC=1C=C2CC(N(C2=CC1)CCN1CCC(CC1)N1C=CC=C1)=C=O